C(C)C(CS[Sn](CCC(C)=O)(CCC(C)=O)SCC(CCCC)CC)CCCC di(2-ethylhexylthio)di(beta-acetylethyl)tin